C(C)N1C2=CC=CC=C2C=2C=C(C=CC12)N1N=NC=C1CCN1CCOCC1 4-(2-(1-(9-ethyl-9H-carbazol-3-yl)-1H-1,2,3-triazol-5-yl)ethyl)morpholine